OCCN(S(=O)(=O)C)C=1C=C(C(=O)OC)C=CC1C methyl 3-(N-(2-hydroxyethyl)methylsulfonamido)-4-methylbenzoate